N-[[3-[4-bromo-1-(2,2,2-trifluoroethyl)indol-2-yl]-1,2,4-oxadiazol-5-yl]methyl]-1-(2-methoxy-1-methyl-ethyl)pyrrole-3-carboxamide BrC1=C2C=C(N(C2=CC=C1)CC(F)(F)F)C1=NOC(=N1)CNC(=O)C1=CN(C=C1)C(COC)C